tert-butyl (3S,4S)-3-(4-(((1R,2R)-2-(difluoromethyl)cyclopropyl)amino)-2-fluoro-5-nitrobenzamido)-4-fluoropiperidine-1-carboxylate FC([C@H]1[C@@H](C1)NC1=CC(=C(C(=O)N[C@H]2CN(CC[C@@H]2F)C(=O)OC(C)(C)C)C=C1[N+](=O)[O-])F)F